N=1N(N=CC1)C1=C(C=C(C=N1)NC(=O)[C@@H]1C[C@](C2=C1C=NC=1N2N=C(C1)F)(C1=NN(C=C1)C)C)C(F)(F)F trans-N-(6-(2H-1,2,3-triazol-2-yl)-5-(trifluoromethyl)pyridin-3-yl)-2-fluoro-8-methyl-8-(1-methyl-1H-pyrazol-3-yl)-7,8-dihydro-6H-cyclopenta[e]pyrazolo[1,5-a]pyrimidine-6-carboxamide